1,2-dichlorohexyl isocyanate ClC(C(CCCC)Cl)N=C=O